3-(4-{[(2-methoxyphenyl)methyl]sulfamoyl}phenyl)-1-(pyridin-3-ylmethyl)urea COC1=C(C=CC=C1)CNS(=O)(=O)C1=CC=C(C=C1)NC(NCC=1C=NC=CC1)=O